C(C)(=O)OC1=C(C=CC(=C1)C1CC1)N1N=C2CCN(CC3C2=C1CCN3C(=O)C=3N=NC(=CC3N)Br)C(C=C)=O 2-(7-acryloyl-5-(4-amino-6-bromopyridazine-3-carbonyl)-3,4,5,5a,6,7,8,9-octahydro-2H-1,2,5,7-tetraazabenzo[cd]azulen-2-yl)-5-cyclopropylphenyl acetate